1-(4-amino-phenyl)-1H-benzimidazole-5-ol NC1=CC=C(C=C1)N1C=NC2=C1C=CC(=C2)O